CC=1C=C(NC2=NC=C(C(=N2)N[C@H](CO)C2=CC=CC=C2)C2=NC(=NO2)C(F)(F)F)C=CC1S(=O)(=O)C (2S)-2-[[2-(3-methyl-4-methylsulfonyl-anilino)-5-[3-(trifluoromethyl)-1,2,4-oxadiazol-5-yl]pyrimidin-4-yl]amino]-2-phenyl-ethanol